CN1N=CC(=C1)S(=O)(=O)NC=1C=CC(=C2C=CNC12)C 1-methyl-N-(4-methyl-1H-indol-7-yl)pyrazole-4-sulfonamide